6-chloro-N-(4-chlorophenyl)-3,4-dihydro-1H-pyrido[3,4-b]indole-2(9H)-carboximidamide ClC=1C=C2C3=C(NC2=CC1)CN(CC3)C(NC3=CC=C(C=C3)Cl)=N